(R)-3-((1-(2-(benzofuran-7-yl)-3,6-dimethyl-4-oxo-3,4-dihydroquinazolin-8-yl)ethyl)amino)-6-chloropicolinic acid O1C=CC2=C1C(=CC=C2)C2=NC1=C(C=C(C=C1C(N2C)=O)C)[C@@H](C)NC=2C(=NC(=CC2)Cl)C(=O)O